F[P-](F)(F)(F)(F)F.C[N+](=C(O)N(C)C)C 1,1,3,3-tetramethyl-uronium hexafluorophosphate